CC(C(=O)NCCC)C methyl-N-propylpropionamide